1,4-dibutylpiperidinium chloride [Cl-].C(CCC)[NH+]1CCC(CC1)CCCC